C(C1=CC=C(C(=O)OCCOC)C=C1)(=O)OCCOC bis-(methoxyethyl) terephthalate